C(N)(=N)C=1C=C(SC1)[C@@H](C)NC(=O)[C@H]1N(C[C@@H](C1)S(=O)(=O)C)C(CNC(=O)C=1C=CC=2NC3=CC=CC=C3C2C1)=O N-(2-((2S,4R)-2-(((R)-1-(4-carbamimidoylthiophen-2-yl)ethyl)carbamoyl)-4-(methylsulfonyl)pyrrolidin-1-yl)-2-oxoethyl)-9H-carbazole-3-carboxamide